3,3,4,4-tetrafluoro-2,5-bis(trifluoromethyl)tetrahydro-2,5-furandiol FC1(C(OC(C1(F)F)(O)C(F)(F)F)(O)C(F)(F)F)F